5-((6-(methyl(piperidin-4-yl)amino)pyridazin-3-yl)ethynyl)pyrimidin-2(1H)-one CN(C1=CC=C(N=N1)C#CC=1C=NC(NC1)=O)C1CCNCC1